C(C1=CC=CC=C1)[C@@H]1N(CCC1(F)F)C1=NC(=CC(N1)=O)N1C[C@H](OCC1)C 2-((S)-2-benzyl-3,3-difluoropyrrolidin-1-yl)-6-((R)-2-methylmorpholino)pyrimidin-4(3H)-one